ethyl 2-((4,6-dichloropyridin-3-yl) amino)-2-oxoacetate ClC1=C(C=NC(=C1)Cl)NC(C(=O)OCC)=O